3-(1,3-dithiolan-2-yl)-4-oxo-1-propyl-4H-pyrido[1,2-a]pyrimidinium S1C(SCC1)C1=C[N+](=C2N(C1=O)C=CC=C2)CCC